FC(OC=1C=CC(=NC1)COC1=NN=C(S1)NC(C1=CN=C(C=C1C1=C(C=CC=C1OC)F)C)=O)F N-(5-((5-(difluoromethoxy)pyridin-2-yl)methoxy)-1,3,4-thiadiazol-2-yl)-4-(2-fluoro-6-methoxyphenyl)-6-methylnicotinamide